C(N)(=O)[C@]1(CN(CC1)C(=O)OCC1=CC=CC=C1)C benzyl (3R)-3-carbamoyl-3-methyl-pyrrolidine-1-carboxylate